C#CC#CC=C=C/C=C\\C=C\\CC(=O)O The molecule is a straight-chain polyunsaturated fatty acid comprising tridecanoic acid having (E)- and (Z)-double bonds at positions 3 and 5 respectively, an allenic system at positions 7-9 and triple bonds at positions 10 and 12. It is a long-chain fatty acid, a polyunsaturated fatty acid, a straight-chain fatty acid, an acetylenic fatty acid, an allenic fatty acid and a terminal acetylenic compound.